C1OCC12CN(C2)C2=NC=CC(=N2)COC2=CC=C(C=C2)S(=O)(=O)C2=CC=C(C=C2)OCC2=NC(=NC=C2)N2CC1(COC1)C2 (4-((2-(2-oxa-6-azaspiro[3.3]heptan-6-yl)pyrimidine-4-yl)methoxy)phenyl)sulfone